2-fluoro-1,3,2-dioxaphosphorinane-2-oxide FP1(OCCCO1)=O